ClC1=C(C=NC2=C1SCC[C@@H]1N2CCNC1)C (S)-4-chloro-3-methyl-6,7,7a,8,10,11-hexahydro-9H-pyrazino[1,2-d]pyrido[3,2-b][1,4]thiazepin